7-methyl-6-(1-((1-methyl-3-(trifluoromethyl)-1H-pyrazol-4-yl)sulfonyl)piperidin-4-yl)-[1,2,4]triazolo[1,5-a]pyridine CC1=CC=2N(C=C1C1CCN(CC1)S(=O)(=O)C=1C(=NN(C1)C)C(F)(F)F)N=CN2